o-nitrobenzene [N+](=O)([O-])C1=CC=CC=C1